C([O-])([O-])=O.C(CCCCCCC\C=C/CCCCCCCC)(=O)O.[Ba+2] barium oleate carbonate